tetrahydropyran-4-amine hydrochloric acid salt Cl.O1CCC(CC1)N